C(C)(C)CC tertpentane